4-(3-((1-(2-Fluorophenyl)-3-(methylamino)propoxy)methyl)phenyl)-1-methyl-1,2,3,4-tetrahydro-5H-benzo[e][1,4]diazepin-5-one FC1=C(C=CC=C1)C(CCNC)OCC=1C=C(C=CC1)N1CCN(C2=C(C1=O)C=CC=C2)C